C(C)(C)(C)OC(NOCC[C@H](C1=CC=CC=C1)O)=O (R)-(3-hydroxy-3-phenylpropoxy)carbamic acid tert-butyl ester